(E)-2-cyclohexyl-5-(4-chlorostyryl)-1,3-benzenediol C1(CCCCC1)C1=C(C=C(C=C1O)\C=C\C1=CC=C(C=C1)Cl)O